CS(=O)(=O)N1CCC2=C(CC1)C=CC(=C2)C=2C=C1C(=NC2)NN=C1C1=CC2=C(C(NCCO2)=O)C=C1 8-[5-(3-Methanesulfonyl-2,3,4,5-tetrahydro-1H-3-benzazepin-7-yl)-1H-pyrazolo[3,4-b]pyridin-3-yl]-2,3,4,5-tetrahydro-1,4-benzoxazepin-5-one